(3S)-1-(6-chloro-2-{[5-chloro-1-(2,2-difluoroethyl)-1H-pyrazol-4-yl]amino}quinazolin-7-yl)pyrrolidin-3-ol ClC=1C=C2C=NC(=NC2=CC1N1C[C@H](CC1)O)NC=1C=NN(C1Cl)CC(F)F